BrC=1C=C(C=CC1)NC(C1=CC=C(C=C1)NC1=NC=C(C(=N1)NC1=CC(=CC=C1)S(NC(C)(C)C)(=O)=O)C)=O N-(3-bromophenyl)-4-((4-((3-(N-(tert-butyl)sulfamoyl)phenyl)amino)-5-methylpyrimidin-2-yl)amino)benzamide